2-(3,5-Dichloro-4-((2-oxo-2,3-dihydrobenzo[d]oxazol-6-yl)oxy)phenyl)-3,5-dioxo-2,3,4,5-tetrahydro-1,2,4-triazine-6-carbonitrile ClC=1C=C(C=C(C1OC1=CC2=C(NC(O2)=O)C=C1)Cl)N1N=C(C(NC1=O)=O)C#N